6-(Cyclopropanecarboxamido)-4-((2-methoxy-3-(1-(3-methyloxetan-3-yl)-1H-1,2,4-triazole-3-yl)phenyl)amino)-N-(methyl-d3)pyridazine-3-carboxamide C1(CC1)C(=O)NC1=CC(=C(N=N1)C(=O)NC([2H])([2H])[2H])NC1=C(C(=CC=C1)C1=NN(C=N1)C1(COC1)C)OC